5-ethynyl-1,2-dimethylpyrazol-3-one C(#C)C1=CC(N(N1C)C)=O